COC=1C=CC(=CC1)OC 3,6-di(methoxy)benzene